N1C=C(C2=CC=CC=C12)CC1NC2(C3C(N(C(C31)=O)C3=CC=C(C=C3)Cl)=O)C(NC3=CC=CC=C32)=O 3'-((1H-indol-3-yl)methyl)-5'-(4-chlorophenyl)-2',3',3a',6a'-tetrahydro-4'H-spiro[indoline-3,1'-pyrrolo[3,4-c]pyrrole]-2,4',6'(5'H)-trione